C(C)(=O)C=1C=NC=2N(C1)N=CC2C(=O)NC=2C(=CC1=C(C[C@](O1)(C)CO)C2)N2CCOCC2 6-acetyl-N-[(2R)-2-(hydroxymethyl)-2-methyl-6-morpholino-3H-benzofuran-5-yl]pyrazolo[1,5-a]pyrimidine-3-carboxamide